C(=O)(O)C=1C=C(OC2=CC=C(C=C2)C(C(F)(F)F)(C(F)(F)F)C2=CC=C(C=C2)OC2=CC(=C(C=C2)C(=O)O)C(=O)O)C=CC1C(=O)O 2,2-bis[4-(3,4-dicarboxyphenoxy)phenyl]hexaFluoropropane